NC=1C(=NC(=CN1)C1=NC=CC=C1F)C(=O)NC1=NC=CC=C1N1CCC(CC1)(CC)N 3-amino-N-(3-(4-amino-4-ethylpiperidin-1-yl)pyridin-2-yl)-6-(3-fluoropyridin-2-yl)pyrazine-2-carboxamide